[Na].O=C1N([C@@H]2CC[C@H](N1C2)C(=O)N)OS(=O)(=O)O (1R,2S,5R)-7-oxo-6-sulfooxy-1,6-diazabicyclo[3.2.1]octane-2-carboxamide sodium